Acrylamidomethyl-propanedi-sulfonic acid C(C=C)(=O)NCC(CCS(=O)(=O)O)S(=O)(=O)O